ClC1=NC=CC2=C1N=C(N=C2)C=2C=C(C=CC2)C2=CC(=NO2)C2(C(N(CC2)C)=O)O 3-(5-(3-(8-chloropyrido[3,4-d]pyrimidin-2-yl)phenyl)isoxazol-3-yl)-3-hydroxy-1-methylpyrrolidin-2-one